C1(=NNC(=S)S1)N 2-amino-5-thio-1,3,4-thiadiazole